tert-butyl 4-{2-[7-fluoro-6-(methoxymethoxy)-2-methylindazol-5-yl]quinoxalin-6-yl}piperazine-1-carboxylate FC1=C(C(=CC2=CN(N=C12)C)C1=NC2=CC=C(C=C2N=C1)N1CCN(CC1)C(=O)OC(C)(C)C)OCOC